1-hydroxy-2-(2-isopropyl-1H-imidazol-1-yl)-ethane-1,1-bisphosphonic acid OC(CN1C(=NC=C1)C(C)C)(P(O)(=O)O)P(O)(=O)O